[Cl-].[Li+].[Cl-].[La+3] lanthanum(III) chloride lithium chloride